6-fluoro-5-(1-(2-fluorophenyl)ethyl)-3-(((4-methyl-1,2,5-oxadiazol-3-yl)methyl)amino)-4H-benzo[e][1,2,4]thiadiazine 1,1-dioxide FC=1C=CC2=C(NC(=NS2(=O)=O)NCC2=NON=C2C)C1C(C)C1=C(C=CC=C1)F